3-dimethylaminopropyl-N,N-dimethylpropan-1,3-diamine CN(CCCC(CCN)N(C)C)C